NC1=CC=2C(C3=CC(=CC=C3NC2C=C1)[N+](=O)[O-])=O 2-amino-7-nitroacridin-9-one